O1C(=NC2=C1C=CC=C2)C=2C=CC(=C(C2)NC(C2=CC=C(C=C2)O[C@H](C)C2=CC=CC=C2)=O)OC N-[5-(1,3-benzoxazol-2-yl)-2-methoxyphenyl]-4-[(1R)-1-phenylethoxy]benzamide